COC(=O)C=1SC(=C(C1Br)Br)C(=O)OC 3,4-dibromothiophene-2,5-dicarboxylic acid dimethyl ester